N[C@@H]1CC[C@H](CC1)C1(CNC(=O)N)CC(=CC=C1)OC(CCC)CC 1-(4-amino-trans-cyclohexyl)-3-(4-hexyloxy)benzylurea